ClC=1C(=C(C=CC1F)[C@H](NC(=O)[C@H]1NC(NC1)=O)C=1C=NC(=CC1)C(F)F)F |o1:8| (S)-N-((R or S)-(3-chloro-2,4-difluorophenyl)(6-(difluoromethyl)pyridin-3-yl)methyl)-2-oxoimidazolidine-4-carboxamide